1-{[4-(11,12-didehydrodibenzo[b,f]azocin-5(6H)-yl)-4-oxobutanoyl]oxy}pyrrolidin-2,5-dione C1=CC=CC=2N(CC3=C(C#CC21)C=CC=C3)C(CCC(=O)ON3C(CCC3=O)=O)=O